C1(=CC=CC=C1)C1=C(C(=C(C(=O)OC=CCC2=CC=C(C=C2)[N+](=O)[O-])C=C1C1(CCC1)C#N)O)NS(=O)(=O)C1=C(C=C(C(=C1)Br)Cl)OC 3-(4-nitrophenyl)propenol phenyl-3-((5-bromo-4-chloro-2-methoxyphenyl)sulfonamido)-5-(1-cyanocyclobutyl)-2-hydroxybenzoate